methyl 5-(2-(1-(2-fluoroethyl)-1H-pyrazol-4-yl)pyrazolo[5,1-b]thiazole-7-carboxamido)-6-methylnicotinate FCCN1N=CC(=C1)C1=CN2C(S1)=C(C=N2)C(=O)NC=2C(=NC=C(C(=O)OC)C2)C